C12(CC3CC(CC(C1)C3)C2)C=2SC(=C(N2)C=2C(=C(C=CC2)NS(=O)(=O)C2=C(C=CC=C2F)F)F)C2=NC(=NC=C2)NC2[C@H]3CS(C[C@@H]23)(=O)=O N-(3-(2-((3R,5R,7R)-adamantan-1-yl)-5-(2-(((1R,5S,6s)-3,3-dioxido-3-thiabicyclo[3.1.0]hexan-6-yl)amino)pyrimidin-4-yl)thiazol-4-yl)-2-fluorophenyl)-2,6-difluorobenzenesulfonamide